C(C)OC(C#N)=COCC 2,3-diethoxyacrylonitrile